1-{2-acetyl-2-azabicyclo[2.2.2]octane-6-carbonyl}-4-fluoro-N-{phenyl[4-(propan-2-yl)phenyl]methyl}pyrrolidine-2-carboxamide C(C)(=O)N1C2C(CC(C1)CC2)C(=O)N2C(CC(C2)F)C(=O)NC(C2=CC=C(C=C2)C(C)C)C2=CC=CC=C2